((S)-2-((4-((1,4-dimethyl-1H-pyrazol-5-yl)methyl)pyridin-2-yl)amino)-1-((1r,4S)-4-methylcyclohexyl)-2-oxoethyl)carbamate CN1N=CC(=C1CC1=CC(=NC=C1)NC([C@H](C1CCC(CC1)C)NC([O-])=O)=O)C